FC1(CCC(CC1)C1=CC=C(C=N1)NC(=O)NC1=CN(C2=NC=C(C=C21)F)C2CCNCC2)F 1-(6-(4,4-difluorocyclohexyl)pyridin-3-yl)-3-(5-fluoro-1-(piperidin-4-yl)-1H-pyrrolo[2,3-b]pyridin-3-yl)urea